FC(C1=C(C=CC=C1)NC(C1=C(C=C(C(=C1)F)C1=NN(C(=N1)C(C)(C)O)C)O[C@H](C(F)(F)F)C)=O)F (S)-N-(2-(Difluoromethyl)phenyl)-5-fluoro-4-(5-(2-hydroxypropan-2-yl)-1-methyl-1H-1,2,4-triazol-3-yl)-2-((1,1,1-trifluoropropan-2-yl)oxy)benzamide